(S)-3-METHYL-N-(1-OXO-3-PHENYLPROPAN-2-YL)-1-(PYRAZIN-2-YL)-1H-PYRAZOLE-5-CARBOXAMIDE CC1=NN(C(=C1)C(=O)N[C@H](C=O)CC1=CC=CC=C1)C1=NC=CN=C1